N(C(=O)N)C=1C=C(N)C=CC1 3-ureidoaniline